tert-butyl N-[(3R)-1-[4-ethoxy-5-(2-methylpyrazolo[1,5-a]pyridin-5-ylcarbamoyl)-pyrimidin-2-yl]pyrrolidin-3-yl]-N-methylcarbamate C(C)OC1=NC(=NC=C1C(NC1=CC=2N(C=C1)N=C(C2)C)=O)N2C[C@@H](CC2)N(C(OC(C)(C)C)=O)C